(Z)-3-(3-bromo-1-(3-chloro-2-pyridinyl)-1H-pyrazol-5-yl)-2-bromoacrylic acid ethyl ester C(C)OC(/C(=C/C1=CC(=NN1C1=NC=CC=C1Cl)Br)/Br)=O